P1[C-]=CC=C1 anti-phospholid